dicyanodibenzothiophene C(#N)C1=C(C2=C(SC3=C2C=CC=C3)C=C1)C#N